ClC=1C(=NC(=NC1)NC1=C(C=C(C=C1)N1CCC(CC1)N1CCN(CC1)CCNC=1C=C2CN(CC2=CC1)C1C(NC(CC1)=O)=O)OC)NC1=C(C=CC=C1)P(=O)(C)C 5-((2-(4-(1-(4-((5-chloro-4-((2-(dimethylphosphoryl)phenyl)amino)pyrimidin-2-yl)amino)-3-methoxyphenyl)piperidin-4-yl)piperazin-1-yl)ethyl)amino)-2-(2,6-dioxopiperidin-3-yl)isoindoline